C1=C(C=CC2=CC=CC=C12)C(=O)N[C@@H](C(=O)N1[C@@H](C[C@H](C1)N=[N+]=[N-])C(=O)O)CC1CCCCC1 (2S,4R)-1-((R)-2-(2-naphthoylamino)-3-cyclohexylpropionyl)-4-azidopyrrolidine-2-carboxylic acid